3-bromobutyltrichlorosilane BrC(CC[Si](Cl)(Cl)Cl)C